7-bromo-1'-((5-(2-chlorophenyl)-1,3,4-oxadiazol-2-yl)methyl)spiro[chromane-2,4'-piperidin]-4-ol BrC1=CC=C2C(CC3(CCN(CC3)CC=3OC(=NN3)C3=C(C=CC=C3)Cl)OC2=C1)O